2-(methylamino)-N-(4-(2-(1-(2-(methylsulfanyl)propionyl)piperidin-2-yl)-1H-imidazol-5-yl)phenyl)acetamide CNCC(=O)NC1=CC=C(C=C1)C1=CN=C(N1)C1N(CCCC1)C(C(C)SC)=O